ClC=1C=C(C=CC1)C(CC1=CC=CC=C1)(F)F 2-(3-chlorophenyl)-2,2-difluoro-1-phenylethane